4-(p-methylphenyl)-2-butanol CC1=CC=C(C=C1)CCC(C)O